ClC=1C(=C(C=CC1OC(F)F)NC=1C2=C(N=CN1)C=C(C(=N2)O[C@@H]2CNCC2)F)F N-[3-chloro-4-(difluoromethoxy)-2-fluoro-phenyl]-7-fluoro-6-[(3S)-pyrrolidin-3-yl]oxy-pyrido[3,2-d]pyrimidin-4-amine